benzyl (4-(benzylamino)-3,4-dioxobutyl)(methyl)carbamate C(C1=CC=CC=C1)NC(C(CCN(C(OCC1=CC=CC=C1)=O)C)=O)=O